1-t-butyloxycarbonyl-4-(5-cyclopropoxy-2-methyl-4-nitrophenyl)-3,3-difluoropiperidine C(C)(C)(C)OC(=O)N1CC(C(CC1)C1=C(C=C(C(=C1)OC1CC1)[N+](=O)[O-])C)(F)F